FC=1C=C(C=CC1)C=1C=NC=C(/C=N/O)C1 (E)-5-(3-Fluorophenyl)nicotinaldehyde oxime